tert-butyl 4-(3-(((tert-butyldimethylsilyl)oxy)methyl)-4,5,6,7-tetrahydropyrazolo[1,5-a]pyridine-5-carbonyl)-3,3-dimethylpiperazine-1-carboxylate [Si](C)(C)(C(C)(C)C)OCC=1C=NN2C1CC(CC2)C(=O)N2C(CN(CC2)C(=O)OC(C)(C)C)(C)C